2,2-dimethyl-3-(5-(5-(4-(trifluoro-methyl)pyridin-3-yl)-1,2,4-oxadiazol-3-yl)-1H-benzo[d][1,2,3]triazol-1-yl)propan-1-ol CC(CO)(CN1N=NC2=C1C=CC(=C2)C2=NOC(=N2)C=2C=NC=CC2C(F)(F)F)C